(1S,2R)-2-(3-cyclopropyl-4-nitro-pyrazol-1-yl)cyclopropanecarbonitrile C1(CC1)C1=NN(C=C1[N+](=O)[O-])[C@H]1[C@H](C1)C#N